C[Si](C1=CC=CC=C1)(C1=CC=CC2=CC=CC=C12)C1=CCC(CC1)C methyl(4-methyl-1-cyclohexen-1-yl)1-naphthyl(phenyl)silane